NC(CO)C1(CC1)C(C)C 2-amino-2-(1-isopropylcyclopropyl)ethanol